2-(4-methoxyphenyl)-4[3H]quinazolinone COC1=CC=C(C=C1)C1=NC2=CC=CC=C2C(N1)=O